C1=NC=C(C2=CC=CC=C12)C1(CC1)N 1-(Isoquinolin-4-yl)cyclopropanamine